1-{3-[3-(methylsulfonyl)propoxy]-5-(trifluoromethyl)phenyl}-3-[4-(1H-pyrazolo[3,4-b]pyridin-5-yloxy)phenyl]-2,4-imidazolidinedione CS(=O)(=O)CCCOC=1C=C(C=C(C1)C(F)(F)F)N1C(N(C(C1)=O)C1=CC=C(C=C1)OC=1C=C2C(=NC1)NN=C2)=O